C(C)(=O)C1=CN(C2=CC=C(C=C12)C1=CN=NC(=C1)C)CC(=O)N1[C@@H](C[C@H](C1)F)C(=O)NC=1C(=C(C=CC1)C1=C(C=CC=C1)Cl)F (2S,4R)-1-(2-(3-acetyl-5-(6-methylpyridazin-4-yl)-1H-indol-1-yl)acetyl)-N-(2'-chloro-2-fluorobiphenyl-3-yl)-4-fluoropyrrolidine-2-carboxamide